C(C1CO1)(=O)OCCC1=CC=C(C=C1)C 4-methylphenylethyl glycidate